ClC1=CC(=C(C=C1)C(C(=O)C1=CNC2=CC(=C(C=C12)C)F)NC1=CC(=CC(=C1)S(=O)(=O)C)OC)OC 2-(4-chloro-2-methoxyphenyl)-1-(6-fluoro-5-methyl-1H-indol-3-yl)-2-((3-methoxy-5-(methylsulfonyl)phenyl)amino)ethanone